BrC=1C(=CC(=C(C1)C1=CC=C2C(=CN=NC2=C1)NCC1=C(C=C(C=C1)OC)OC)N1N=CC=C1)OCC(C)O[Si](C)(C)C(C)(C)C 7-[5-Bromo-4-[2-[tert-butyl(dimethyl)silyl]oxypropoxy]-2-pyrazol-1-yl-phenyl]-N-[(2,4-dimethoxyphenyl)methyl]cinnolin-4-amine